C1(CC1)S(=O)(=O)N1N=CC(=C1)C1=NC=CC(=N1)NC1=NC=C(C(=O)NCCC2=CC=CC=C2)C(=C1)NC(C)C 6-((2-(1-(cyclopropylsulfonyl)-1H-pyrazol-4-yl)pyrimidin-4-yl)amino)-4-(isopropylamino)-N-phenethylnicotinamide